C(CCCCCCC\C=C/CCCCCCCC)(=O)O.P(=O)(OC1CCCCC1)(OC1CCCCC1)O dicyclohexyl phosphate oleate